N-(2-ethynyl-5-fluorophenyl)-4-methylbenzenesulfonamide C(#C)C1=C(C=C(C=C1)F)NS(=O)(=O)C1=CC=C(C=C1)C